O1C=C(C=C1)CN1CC(N(CC1)C1CC2(C1)CCN(CC2)C(=O)OC(C)(C)C)C2=C(C=CC=C2)C(C)C tert-butyl 2-(4-(furan-3-ylmethyl)-2-(2-isopropylphenyl) piperazin-1-yl)-7-azaspiro[3.5]nonane-7-carboxylate